COC(COC([C@@H](NP(=O)(OC1=CC=CC=C1)OC1=C(C(=C(C(=C1F)F)F)F)F)C)=O)(C)C ((Perfluorophenoxy)(phenoxy)phosphoryl)-L-alanine 2-methoxy-2-methylpropyl ester